5-(2,6-Dimethylphenyl)-9,9-dioxo-2-oxa-9λ6-thia-6,8,15-triazatetracyclo[15.3.1.13,7.110,14]tricosa-1(20),3,5,7(23),10(22),11,13,17(21),18-nonaen-16-one CC1=C(C(=CC=C1)C)C=1C=C2OC3=CC=CC(C(NC4=CC=CC(S(NC(N1)=C2)(=O)=O)=C4)=O)=C3